ethyl (S)-3-(3-(2,6-dimethylphenoxy) phenyl)-3-(3-(4-hydroxy-1-methyl-2-oxo-1,2-dihydro pyridin-3-yl) ureido)propanoate CC1=C(OC=2C=C(C=CC2)[C@H](CC(=O)OCC)NC(=O)NC=2C(N(C=CC2O)C)=O)C(=CC=C1)C